FC(C(=O)O)(F)F.ClC1=C(C=C(OC=2N=NNC2C(=O)O)C=C1)OC1CCCC1 4-(4-chloro-3-(cyclopentyloxy)phenoxy)-1H-1,2,3-triazole-5-carboxylic acid 2,2,2-trifluoroacetate